N-methyloxetan-3-amine CNC1COC1